3-(6-(((benzyloxy)carbonyl)amino)-3-fluoro-5,6,7,8-tetrahydronaphthalen-2-yl)-3,8-diazabicyclo[3.2.1]octane-8-carboxylic acid tert-butyl ester C(C)(C)(C)OC(=O)N1C2CN(CC1CC2)C2=CC=1CCC(CC1C=C2F)NC(=O)OCC2=CC=CC=C2